The molecule is the methanesulfonic acid salt of dihydroergocristine. It has been used as the for the symptomatic treatment of mental deterioration associated with cerebrovascular insufficiency and in peripheral vascular disease. It is also a component of ergoloid mesylate (codergocrine mesilate), a mixture of ergot alkaloid derivatives that is used as a vasodilator and has shown mild benefits in the treatment of vascular dementia. It has a role as a vasodilator agent and an alpha-adrenergic antagonist. It contains a dihydroergocristine. CC(C)[C@@]1(C(=O)N2[C@H](C(=O)N3CCC[C@H]3[C@@]2(O1)O)CC4=CC=CC=C4)NC(=O)[C@@H]5C[C@H]6[C@@H](CC7=CNC8=CC=CC6=C78)N(C5)C.CS(=O)(=O)O